(2-cyclopropyl-4-(cyclopropylmethyl)-4H-pyrrolo[2,3-d]thiazol-5-yl)methanol methyl-3-[4-[1-(2,6-dioxo-3-piperidyl)-3-methyl-2-oxo-benzimidazol-5-yl]-1-piperidyl]cyclobutanecarboxylate CC1(CC(C1)N1CCC(CC1)C1=CC2=C(N(C(N2C)=O)C2C(NC(CC2)=O)=O)C=C1)C(=O)OCC1=CC2=C(N=C(S2)C2CC2)N1CC1CC1